C(N)(O[C@@H](C(=O)N1[C@@H](C[C@H](C1)O)C(N[C@@H](C)C1=CC=C(C=C1)C1=C(N=CS1)C)=O)C(C)(C)C)=O ((R)-1-((2S,4R)-4-hydroxy-2-(((S)-1-(4-(4-methylthiazol-5-yl) phenyl) ethyl) carbamoyl) pyrrolidin-1-yl)-3,3-dimethyl-1-oxobutan-2-yl) carbamate